ClC1=NC=C(C(=C1)C1=C(C=NC(=C1)C)C(=O)NC=1SC=2N=C(N=CC2N1)N1CCS(CC1)(=O)=O)OC 2'-chloro-N-[5-(1,1-dioxo-1λ6-thiomorpholin-4-yl)-[1,3]thiazolo[5,4-d]pyrimidin-2-yl]-5'-methoxy-6-methyl-[4,4'-bipyridine]-3-carboxamide